[Eu+3].P(=O)([O-])([O-])[O-] phosphate compound with europium